N-(2-(1-acetyl-5-bromo-3-methylindolin-3-yl)ethyl)-N-methylacetamide C(C)(=O)N1CC(C2=CC(=CC=C12)Br)(C)CCN(C(C)=O)C